C(CC)N(\C(=C/C(C(=O)OCC)=O)\C1=CC2=CC=CC=C2C=C1)CCC ethyl (Z)-4-(dipropylamino)-4-(naphthalen-2-yl)-2-oxobut-3-enoate